(Z)-5-(iodomethyl)-3-(o-tolyl)oxazolidin-2-one ICC1CN(C(O1)=O)C1=C(C=CC=C1)C